4-[(5-bromo-1-methyl-imidazole-2-carbonyl)amino]-2-methyl-benzoic acid BrC1=CN=C(N1C)C(=O)NC1=CC(=C(C(=O)O)C=C1)C